butyl 3-(azetidin-3-ylmethylsulfonyl)azetidine-1-carboxylate N1CC(C1)CS(=O)(=O)C1CN(C1)C(=O)OCCCC